[Cl-].[Cl-].CC(C)C[O-].CC(C)C[O-].[Ti+4] Titanium diisobutoxide dichloride